6-methyl-3-((4-methoxyphenyl)thio)indole CC1=CC=C2C(=CNC2=C1)SC1=CC=C(C=C1)OC